N-(2-fluoro-5-(5-(furan-2-yl)-1,3,4-oxadiazol-2-yl)phenyl)-2-methoxybenzamide FC1=C(C=C(C=C1)C=1OC(=NN1)C=1OC=CC1)NC(C1=C(C=CC=C1)OC)=O